OC(CCC(=O)[O-])(O)O Trihydroxybutyrate